nickel-manganese gallium [Ga].[Mn].[Ni]